FC1=C(C(=CC=C1)F)NC(C1=C(C=C(C(=C1)F)N1N=C(N(C1=O)CC)S(=O)(=N)C)O[C@H](C(F)(F)F)C)=O N-(2,6-difluorophenyl)-4-[4-ethyl-3-(S-methylsulfonimidoyl)-5-oxo-4,5-dihydro-1H-1,2,4-triazol-1-yl]-5-fluoro-2-{[(2S)-1,1,1-trifluoropropan-2-yl]oxy}benzamide